1-(2-(4-methoxynaphthalen-1-yl)ethyl)pyrrolidine COC1=CC=C(C2=CC=CC=C12)CCN1CCCC1